CC1=CC=2C(=NC=CC2C2=CC(NC=C2)=O)N1 4-(2-methyl-1H-pyrrolo[2,3-b]pyridin-4-yl)-1H-pyridin-2-one